NC1=CC=CC(=N1)S(=O)(=O)NC(=O)C=1C(=NC(=CC1)C(C)(C)C)N1C(C[C@@H](C1)C)(C)C N-[(6-Amino-2-pyridyl)sulfonyl]-6-tert-butyl-2-[(4S)-2,2,4-trimethylpyrrolidin-1-yl]pyridin-3-carboxamid